C(C=C)(=O)N1CC(CC1)C=1N=C(N2C(=NC=CC21)N)C2=NC=C(C(=O)NC1=NC=CC(=C1)C#N)C=C2 6-(1-(1-acryloylpyrrolidin-3-yl)-5-aminoimidazo[1,5-c]pyrimidin-3-yl)-N-(4-cyanopyridin-2-yl)nicotinamide